2-(3-(3,3-difluoro-1-((4-methyl-4H-1,2,4-triazol-3-yl)methyl)cyclobutyl)phenyl)-6-((((tetrahydrofuran-3-yl)methyl)amino)methyl)-4-(trifluoromethyl)isoindolin-1-one FC1(CC(C1)(CC1=NN=CN1C)C=1C=C(C=CC1)N1C(C2=CC(=CC(=C2C1)C(F)(F)F)CNCC1COCC1)=O)F